1-(4-Hydroxyphenyl)-3-(4-octadecoxyphenyl)prop-2-en-1-one OC1=CC=C(C=C1)C(C=CC1=CC=C(C=C1)OCCCCCCCCCCCCCCCCCC)=O